N-(3-(2-((1R,5S)-3-oxabicyclo[3.1.0]hex-1-yl)-6-(2-hydroxyethoxy)pyridin-4-yl)-4-methylphenyl)-2-(trifluoromethyl)isonicotinamide [C@]12(COC[C@H]2C1)C1=NC(=CC(=C1)C=1C=C(C=CC1C)NC(C1=CC(=NC=C1)C(F)(F)F)=O)OCCO